CC1=C(N=C2N(C1=O)C=C(C=C2[C@@H](C)NC2=C(C(=O)O)C=CC=C2)C)N2CCN(CC2)C=2SC=CN2 (R)-2-((1-(3,7-dimethyl-4-oxo-2-(4-(thiazol-2-yl)piperazin-1-yl)-4H-pyrido[1,2-a]pyrimidin-9-yl)ethyl)amino)benzoic acid